dithiaol S1SCC=C1